C[C@H](CCC)OC1=NN2C(C(=N1)N)=NC=C2CC2CCNCC2 (R)-2-(pent-2-yloxy)-7-(piperidin-4-ylmethyl)imidazo[2,1-f][1,2,4]triazin-4-amine